C1(CCCCC1)OCOC1=C(C(=CC(=C1)CCCCC)OCOC1CCCCC1)[C@H]1[C@@H](CCC(=C1)C)C(=C)C (1R,2R)-2',6'-bis((cyclohexyloxy)methoxy)-5-methyl-4'-pentyl-2-(prop-1-en-2-yl)-1,2,3,4-tetrahydro-1,1'-biphenyl